2-(perfluorophenyl)-5,6-dihydro-8H-[1,2,4]triazolo[3,4-c][1,4]oxazine-2-ium hexafluorophosphate F[P-](F)(F)(F)(F)F.FC1=C(C(=C(C(=C1F)F)F)F)[N+]=1N=C2COCCN2C1